NC1=C(C=C(N=N1)C1=C(C=CC=C1)O)N1CCC(CC1)C1=CC=CC=C1 2-(6-amino-5-(4-phenylpiperidin-1-yl)pyridazin-3-yl)phenol